5-(4-cyclopropyl-6-methoxy-pyrimidin-5-yl)-2-methyl-3-[[4-[1-methyl-4-(trifluoromethyl)imidazol-2-yl]phenyl]methyl]pyrazolo[4,3-d]pyrimidine C1(CC1)C1=NC=NC(=C1C=1N=CC=2C(N1)=C(N(N2)C)CC2=CC=C(C=C2)C=2N(C=C(N2)C(F)(F)F)C)OC